FC1=CC(=C(C(=C1)C(C)C)CC(=O)NS(=O)(=O)C1=C(C=CC(=C1)C1(OCCO1)C)F)C(C)C 2-(4-fluoro-2,6-diisopropylphenyl)-N-(2-fluoro-5-(2-methyl-1,3-dioxolan-2-yl)phenylsulfonyl)acetamide